ClC=1C=CC2=C(N(C=3N=C(C=CC3C2=O)N(C)C)CC(=O)O)C1C=C 2-(8-chloro-2-(dimethylamino)-5-oxo-9-vinylbenzo[b][1,8]naphthyridin-10(5H)-yl)acetic acid